2-(chlorosulfonyl)thiazole-5-carboxylic acid methyl ester COC(=O)C1=CN=C(S1)S(=O)(=O)Cl